N=1NN=NC1CCCNC(C1=CC(=C(C=C1)OC)CC=1C(=NC(=NC1C)N)NCCCC)=O N-(3-(2H-tetrazol-5-yl)propyl)-3-((2-amino-4-(butylamino)-6-methyl-pyrimidin-5-yl)methyl)-4-methoxybenzamide